C(#N)C1=CC(=NC=C1)C1=CN(C2=C1N=CN=C2N2[C@H](CN(CC2)C(=O)OC(C)(C)C)C)C2=NC=CC=C2 tert-Butyl (S)-4-(7-(4-cyanopyridin-2-yl)-5-(pyridin-2-yl)-5H-pyrrolo[3,2-d]pyrimidin-4-yl)-3-methylpiperazine-1-carboxylate